4-((DI-TERT-BUTOXYPHOSPHORYL)METHYL)PHENYLBORONIC ACID C(C)(C)(C)OP(=O)(OC(C)(C)C)CC1=CC=C(C=C1)B(O)O